1,4-bis(dimethylsiloxymethyl)cyclohexane C[SiH](OCC1CCC(CC1)CO[SiH](C)C)C